CCCCCCCCCCCCCCCCCC(=O)OC[C@H](COP(=O)([O-])OCC[N+](C)(C)C)OC(=O)CCCCC/C=C\C/C=C\C/C=C\C/C=C\CCCCC 1-octadecanoyl-2-(7Z,10Z,13Z,16Z-docosatetraenoyl)-sn-glycero-3-phosphocholine